ClC=1C=C(C=NC1OC)OC1CCN(CC1)C1=CC=C(C=N1)C=1C=2N(C=C(C1)OCC(C)(C)O)N=CC2C#N 4-(6-(4-((5-chloro-6-methoxypyridin-3-yl)oxy)piperidin-1-yl)pyridin-3-yl)-6-(2-hydroxy-2-methylpropoxy)pyrazolo[1,5-a]pyridine-3-carbonitrile